ClC1=CC(=C2C=CC=NC2=C1)C1(CC1)C=1C(=C(C(=O)N)C=C(C1)OCC1N(CC1)C)C (1-(7-Chloroquinolin-5-yl)cyclopropyl)-2-methyl-5-((1-methylazetidin-2-yl)methoxy)benzamide